N1C(=O)NC=2N=CNC2C1=O.N1=CN=C2N=CNC2=C1 purine compound with xanthine